C(C)(=O)OCC(=O)N1CC=2C(=NC=3C(=C(C(=CC3C2[C@@H]1C)OC)Cl)Cl)C=1OC=CC1 (S)-2-(6,7-dichloro-4-(furan-2-yl)-8-methoxy-1-methyl-1,3-dihydro-2H-pyrrolo[3,4-c]quinolin-2-yl)-2-oxoethyl acetate